3-(1-cyclopentyl-1H-benzo[d][1,2,3]triazol-5-yl)-5-(3-(methylthio)phenyl)-1,2,4-oxadiazole C1(CCCC1)N1N=NC2=C1C=CC(=C2)C2=NOC(=N2)C2=CC(=CC=C2)SC